(3R,4R,5S)-4-acetamido-5-((5-methyl-[1,1'-biphenyl]-3-yl)methyl)amino-3-(pentan-3-oxy)cyclohex-1-en-1-carboxylic acid C(C)(=O)N[C@H]1[C@@H](C=C(C[C@@H]1NCC=1C=C(C=C(C1)C)C1=CC=CC=C1)C(=O)O)OC(CC)CC